OC1(C(C=C(C=C1)CCCCCCCC)N1N=C2C(=N1)C=CC=C2)CCCCCCCC 2-hydroxy-2,5-di-n-octylphenyl-2H-benzotriazole